2-(2-methoxyphenyl)ethanol COC1=C(C=CC=C1)CCO